CC=1C=C(N=NC1[C@@H]1[C@@H](CNCC1)C)N 5-methyl-6-[(3S,4S)-3-methylpiperidin-4-yl]pyridazin-3-amine